[Ru+2].CC1=C(C(=CC(=C1)C)C)N1C(N(CC1)C1=C(C=C(C=C1C)C)C)=C1C(C(C(CC1)(P(C1CCCCC1)C1CCCCC1)Cl)=CC=C(C)C)Cl [1,3-bis-(2,4,6-trimethylphenyl)-2-imidazolidinylidene]dichloro(3-methyl-2-butenylidene)(tricyclohexylphosphine) ruthenium (II)